ClCC1=NC=NN1C(C1=CC=CC=C1)(C1=CC=CC=C1)C1=CC=CC=C1 5-(chloromethyl)-1-trityl-1H-1,2,4-triazole